(2S,4R)-4-(2-(dimethylamino)-2-oxoethyl)-1-(2-methylbenzofuro[3,2-d]pyrimidin-4-yl)pyrrolidine-2-carboxylic acid CN(C(C[C@H]1C[C@H](N(C1)C=1C2=C(N=C(N1)C)C1=C(O2)C=CC=C1)C(=O)O)=O)C